CC=1SC(=CC1)C(C1=CC=C(C=C1)C)S(=O)(=O)C1=CC=CC=C1 2-methyl-5-((benzenesulfonyl)(p-tolyl)methyl)thiophene